NC1=NC=NC=2N(C3=C(C=C(C=C3C21)C2CC2)C)CC(=O)O 2-(4-amino-6-cyclopropyl-8-methyl-9H-pyrimido[4,5-b]indol-9-yl)acetic acid